tert-Butyl (S)-3-((4-(((S)-1-phenylethyl)amino)pyrido[3,2-d]pyrimidin-6-yl)oxy)pyrrolidine-1-carboxylate C1(=CC=CC=C1)[C@H](C)NC=1C2=C(N=CN1)C=CC(=N2)O[C@@H]2CN(CC2)C(=O)OC(C)(C)C